NC1=NC=C(C=2N=C(N=CC21)NC(C)(C)C)N2C[C@H](CCC2)O (S)-1-(5-amino-2-(tert-butylamino)pyrido[4,3-d]pyrimidin-8-yl)piperidine-3-ol